3-(Aminomethyl)-6-methyl-4-propyl-1,2-dihydropyridin-2-one HCl Salt Cl.NCC=1C(NC(=CC1CCC)C)=O